(1s,4s)-4-(6-(2-(Dimethylamino)ethylamino)-4-methyl-1-oxoisoindolin-2-yl)-N-(3-fluoro-4-methoxyphenyl)cyclohexanecarboxamide CN(CCNC1=CC(=C2CN(C(C2=C1)=O)C1CCC(CC1)C(=O)NC1=CC(=C(C=C1)OC)F)C)C